C(C)(C)(C)OC(=O)N1CC(=CCC1)C1=NSC2=C1C=CC=C2C.ClC2=CC=C(C=C2)C2=CC1=CC(=CC=C1C=C2)C=2SC1=C(C2)C=CC=C1 2-{2-(4-chloro-phenyl)-naphthalen-7-yl}benzothiophene tert-butyl-3-(7-methyl-1,2-benzothiazol-3-yl)-5,6-dihydro-2H-pyridine-1-carboxylate